2-anilino-5-phenyl-1,3,4-oxadiazole N(C1=CC=CC=C1)C=1OC(=NN1)C1=CC=CC=C1